pseudouridine-5'-diphosphate P(O)(=O)(OP(=O)(O)O)OC[C@@H]1[C@H]([C@H]([C@@H](O1)C1=CNC(=O)NC1=O)O)O